tert-butyl ((1-(6-(4-(4-isopropylpiperazin-1-yl) phenyl)-1,2-dimethyl-1H-benzo[d]imidazol-4-yl)piperidin-4-yl)methyl)carbamate C(C)(C)N1CCN(CC1)C1=CC=C(C=C1)C=1C=C(C2=C(N(C(=N2)C)C)C1)N1CCC(CC1)CNC(OC(C)(C)C)=O